3-[3-oxo-6-[4-(piperidin-4-ylmethyl)piperazin-1-yl]-1H-isoindol-2-yl]piperidine-2,6-dione O=C1N(CC2=CC(=CC=C12)N1CCN(CC1)CC1CCNCC1)C1C(NC(CC1)=O)=O